F[C@@H]1[C@@H](C1)C(=O)NC1=CC=C2C(=N1)NC=C2C2=C(C=C1C=NNC1=C2)OC (1S,2S)-2-fluoro-N-[3-(5-methoxy-1H-indazol-6-yl)-1H-pyrrolo[2,3-b]pyridin-6-yl]cyclopropane-1-carboxamide